(S)-5-(3-aminoprop-1-yn-1-yl)-N-(3-(2-(4-(4-chlorophenyl)-2,3,9-trimethyl-6H-thieno[3,2-f][1,2,4]triazolo[4,3-a][1,4]diazepin-6-yl)acetamido)propyl)benzofuran-2-carboxamide NCC#CC=1C=CC2=C(C=C(O2)C(=O)NCCCNC(C[C@H]2C=3N(C4=C(C(=N2)C2=CC=C(C=C2)Cl)C(=C(S4)C)C)C(=NN3)C)=O)C1